di(hydroxyethyl)lauryl-amine oxide OCC[N+](CCCCCCCCCCCC)(CCO)[O-]